S(=O)(=O)=CCCCCC(CC)=S(=O)=O 1,6-disulfonyl-octane